(S)-1-(2-ethylbutoxy)-1-oxo-3-phenylpropane C(C)C(COC(CCC1=CC=CC=C1)=O)CC